4-[1-(3,5-dichlorophenyl)-7-methoxy-8-(3-pyridyl)-4,5-dihydrobenzo[g]indazole-3-carbonyl]-3,3-dimethyl-piperazin-2-one ClC=1C=C(C=C(C1)Cl)N1N=C(C=2CCC3=C(C12)C=C(C(=C3)OC)C=3C=NC=CC3)C(=O)N3C(C(NCC3)=O)(C)C